BrCC1(CC(C(O1)=O)=C)C1=CC2=CC=CC=C2C=C1 5-(bromomethyl)-3-methylene-5-(2-naphthyl)dihydrofuran-2(3H)-one